3-(3-(7-(3-(methoxycarbonyl)phenyl)hepta-1,6-diyn-1-yl)phenyl)-2,5-dihydro-1H-pyrrole-1-carboxylate COC(=O)C=1C=C(C=CC1)C#CCCCC#CC=1C=C(C=CC1)C=1CN(CC1)C(=O)[O-]